ClC=1C=C2C(=NC(=NC2=C(C1C1=CC(=CC(=N1)N)C)F)OC[C@H]1N(CCC1)C)N1CCNCC(C1)(F)F (S)-6-(6-chloro-4-(6,6-difluoro-1,4-diazepan-1-yl)-8-fluoro-2-((1-methyl-pyrrolidin-2-yl)methoxy)-quinazolin-7-yl)-4-methyl-pyridin-2-amine